N-(2-(3-(3-Methoxypiperidin-1-yl)propoxy)-5-(3'-methyl-2'-oxo-2',3'-dihydrospiro[cyclobutane-1,1'-pyrrolo[2,3-c]quinolin]-8'-yl)pyridin-3-yl)methanesulfonamide COC1CN(CCC1)CCCOC1=NC=C(C=C1NS(=O)(=O)C)C1=CC=2C3=C(C=NC2C=C1)N(C(C31CCC1)=O)C